O1NC(C=C2C1=CC=N2)=O pyrrolooxazinone